1-oxo-2,4-pentadienyl-piperidine O=C(C=CC=C)N1CCCCC1